7-methoxy-octadien-2-ol COC(CCC=CC(=C)O)C